O1C2=C(OCC1)C=C(C=C2)C=2C(=C(C=CC2)C2=CC=1N(C=C2)C(=CN1)C1=CC(=C(CN2[C@@H](CCC2)C(=O)O)C(=C1)OC)OC)C (4-(7-(3-(2,3-dihydrobenzo[b][1,4]dioxin-6-yl)-2-methylphenyl)imidazo[1,2-a]pyridin-3-yl)-2,6-dimethoxybenzyl)proline